N[C@H](C(=O)NCNSC(C(=O)O)CC(C)C)CC1=CC=CC=C1 2-(((S)-2-amino-3-phenylpropionamido)methylaminothio)-4-methylpentanoic acid